3-[5-(Propan-2-yl)-1,3-thiazol-2-yl]-5-[(3R)-tetrahydrofuran-3-ylmethoxy]benzoic acid methyl ester COC(C1=CC(=CC(=C1)OC[C@H]1COCC1)C=1SC(=CN1)C(C)C)=O